5-chlorobenzo[d]oxazole-2-thiol ClC=1C=CC2=C(N=C(O2)S)C1